tert-butyl N-[6-(3,3-difluorocyclobutyl)-5-methoxy-pyridazin-3-yl]carbamate FC1(CC(C1)C1=C(C=C(N=N1)NC(OC(C)(C)C)=O)OC)F